OC1(CCN(CC1)C(=O)C1(CC1)C)CN1C=NC=2C(C1=O)=NN(C2C2=CC=C(C(=O)O)C=C2)C 4-(6-((4-Hydroxy-1-(1-methylcyclopropane-1-carbonyl)piperidin-4-yl)methyl)-2-methyl-7-oxo-6,7-dihydro-2H-pyrazolo[4,3-d]pyrimidin-3-yl)benzoic acid